N,N-dimethyl-pyrrolidinium fluoride [F-].C[N+]1(CCCC1)C